((5-chloro-6-(2-methyloxazol-5-yl)-1H-indol-2-yl)methyl)acetamide ClC=1C=C2C=C(NC2=CC1C1=CN=C(O1)C)CCC(=O)N